copper methanolate C[O-].[Cu+2].C[O-]